dimethylthiotriflate CS(=S([O-])(=O)C(F)(F)F)C